2-(2-(cyclobutanesulfonylamino)pyrimidin-4-yl)-N-(2-fluoro-4-(6-isopropoxypyrazin-2-yl)phenyl)-2-methylpropanamide C1(CCC1)S(=O)(=O)NC1=NC=CC(=N1)C(C(=O)NC1=C(C=C(C=C1)C1=NC(=CN=C1)OC(C)C)F)(C)C